FC(C=1C=CC=2N(N1)C(=CN2)C2=CC(=NC=N2)N2[C@H]([C@H](CCC2)C[S@@](=O)(C)=N)C)F (S)-(((2S,3S)-1-(6-(6-(Difluoromethyl)imidazo[1,2-b]pyridazin-3-yl)pyrimidin-4-yl)-2-methylpiperidin-3-yl)methyl)(imino)(methyl)-λ6-sulfanone